CC1(NC(CC(C1)O)(CCC(F)(F)F)CCC(F)(F)F)C 2,2-dimethyl-4-hydroxy-6,6-bis(3,3,3-trifluoropropyl)piperidine